Tetradecylphosphonic acid C(CCCCCCCCCCCCC)P(O)(O)=O